(E)-4-(9-benzyl-6-(1-methylcyclopropoxy)-9H-purin-8-yl)-3-chlorobenzaldehyde oxime C(C1=CC=CC=C1)N1C2=NC=NC(=C2N=C1C1=C(C=C(/C=N/O)C=C1)Cl)OC1(CC1)C